6-[[4-[(5S)-5-methyl-5,6,7,8-tetrahydro-2,6-naphthyridin-3-yl]piperazin-1-yl]methyl]morpholin C[C@H]1C=2C=C(N=CC2CCN1)N1CCN(CC1)CC1OCCNC1